OC1=CC=C(C=C1)CC(=O)OCCC1CCN(CC1)CCSSCCN1CCC(CC1)CCOC(CC1=CC=C(C=C1)O)=O ((disulfanediylbis(ethane-2,1-diyl))bis(piperidine-1,4-diyl))bis(ethane-2,1-diyl) bis(2-(4-hydroxyphenyl)acetate)